C(C)(C)(C)C1=C(C(=C2C=C(C(C2=C1)[SiH](C)C)C)C1=CC(=CC(=C1)C)C)OC [6-tert-butyl-4-(3,5-dimethylphenyl)-5-methoxy-2-methyl-1H-inden-1-yl]dimethylsilane